[OH-].C(=O)(O)C[N+](CCCNC(CCCCCCCCCCC)=O)(C)C (carboxymethyl)dimethyl-3-[(1-oxododecyl)amino]propyl-ammonium hydroxide